C(=O)C1(CN(CC1)C(=O)OC(C)(C)C)C tert-butyl 3-formyl-3-methylpyrrolidine-1-carboxylate